The molecule is an organic sodium salt that is the disodium salt of 2-(2,4,5,7-tetraiodo-6-oxido-3-oxo-8a,10a-dihydroxanthen-9-yl)benzoic acid. It has a role as a fluorescent dye. It contains an erythrosin(2-). C1=CC=C(C(=C1)C2=C3C=C(C(=O)C(=C3OC4=C(C(=C(C=C24)I)[O-])I)I)I)C(=O)[O-].[Na+].[Na+]